NC=1C2=C(N=CN1)N(C(=C2C2=CC=C(C(=O)NCC1(CC1)CO)C=C2)C2=CC=C(C=C2)NC(C(=C)C)=O)C 4-(4-amino-6-(4-methacrylamido-phenyl)-7-methyl-7H-pyrrolo[2,3-d]pyrimidin-5-yl)-N-((1-(hydroxymethyl)cyclopropyl)methyl)benzamide